5-((8-(1,3-dimethyl-1H-pyrazol-4-yl)-1-methyl-1H-pyrazolo[3,4-d]pyrrolo[1,2-b]pyridazin-3-yl)amino)-6-methyl-N-(2-morpholinoethyl)nicotinamide CN1N=C(C(=C1)C=1C=C2N(N=CC3=C2N(N=C3NC=3C(=NC=C(C(=O)NCCN2CCOCC2)C3)C)C)C1)C